N-(4-chlorobenzyl)-4-methyl-2-(2,4,5-trifluoro-3-hydroxyphenyl)thiazole-5-carboxamide ClC1=CC=C(CNC(=O)C2=C(N=C(S2)C2=C(C(=C(C(=C2)F)F)O)F)C)C=C1